bis[4-(3-aminophenoxy)phenyl]ether NC=1C=C(OC2=CC=C(C=C2)OC2=CC=C(C=C2)OC2=CC(=CC=C2)N)C=CC1